Docosahexaenoyl-Difluorodeoxycytidine rubidium [Rb].C(C=CC=CC=CC=CC=CC=CCCCCCCCCC)(=O)[C@@]1(C[C@H](O)[C@@H](CO)O1)N1C(=O)N=C(N)C(=C1F)F